[Si](C1=CC=CC=C1)(C1=CC=CC=C1)(C(C)(C)C)OC1=CC=C(CNC(=O)N2CCC3(CC2)OC2=CC=C(C=C2C(C3)=O)F)C=C1 N-(4-(tert-butyldiphenylsilyloxy)benzyl)-6-fluoro-4-oxospiro[chromane-2,4'-piperidine]-1'-carboxamide